N-{[5-chloro-6-(5-methoxy-2-pyrazinyl)-2-indolyl]methyl}(1r,3r)-3-hydroxycyclobutanecarboxamide ClC=1C=C2C=C(NC2=CC1C1=NC=C(N=C1)OC)CNC(=O)C1CC(C1)O